ethynyltriisopropylsilane C(#C)[Si](C(C)C)(C(C)C)C(C)C